COC([C@H](N(C([C@H](CC)NC(=O)OC(C)(C)C)=O)CC1=CC=CC=C1)C)=O N-benzyl-N-((S)-2-((tert-Butoxycarbonyl)amino)butanoyl)-D-alanine methyl ester